5-Acetamido-pyridin-3-yl 4-(4-chloro-3-isopropoxy-benzyl)piperazine-1-carboxylate ClC1=C(C=C(CN2CCN(CC2)C(=O)OC=2C=NC=C(C2)NC(C)=O)C=C1)OC(C)C